(1S,2S,3R,5S)-3-[7-{[(1R,2S)-2-(3,4-difluorophenyl)cyclopropyl]Amino}-5-(propylsulfanyl)-3H-[1,2,3]-triazolo[4,5-d]Pyrimidin-3-yl]-5-(2-hydroxyethoxy)cyclopentane-1,2-diol FC=1C=C(C=CC1F)[C@H]1[C@@H](C1)NC=1C2=C(N=C(N1)SCCC)N(N=N2)[C@H]2[C@@H]([C@@H]([C@H](C2)OCCO)O)O